6-[[(3R)-1-Ethyl-3-piperidyl]amino]-3-[2-hydroxy-4-(trifluoro-methyl)phenyl]-4-methyl-1,2,4-triazin-5-one C(C)N1C[C@@H](CCC1)NC=1C(N(C(=NN1)C1=C(C=C(C=C1)C(F)(F)F)O)C)=O